C(C1=CC=CC=C1)OC(=O)N1C[C@H](CCC1)N1CCCC1 (3S)-3-pyrrolidin-1-ylpiperidine-1-carboxylic acid benzyl ester